(2R,3S)-3-((5-fluoro-2-(2-methoxy-7-methylquinoxalin-5-yl)benzo[d]thiazol-6-yl)oxy)butan-2-yl (2-methylpyrimidin-5-yl)carbamate CC1=NC=C(C=N1)NC(O[C@H](C)[C@H](C)OC1=CC2=C(N=C(S2)C2=C3N=CC(=NC3=CC(=C2)C)OC)C=C1F)=O